COC(C1=C(C=C(C=C1C)F)Br)=O 2-Bromo-4-fluoro-6-methyl-benzoic acid methyl ester